(2-(4-(2,4-difluorobenzyl)piperazin-1-yl)-3-(6-methoxypyrazin-2-yl)pyrido[3,4-b]pyrazin-7-yl)methanol FC1=C(CN2CCN(CC2)C=2N=C3C(=NC2C2=NC(=CN=C2)OC)C=NC(=C3)CO)C=CC(=C1)F